NC=1SC2=C(C1C#N)C(=CC=C2F)C2=C(C=C1C=CC(=NC1=C2F)OC[C@H]2N(CCC2)C)C2CC2 2-Amino-4-[6-cyclopropyl-8-fluoro-2-[[(2S)-1-methylpyrrolidin-2-yl]methoxy]-7-quinolyl]-7-fluoro-benzothiophene-3-carbonitrile